C=1N=CN2C1C1=CC=CC=C1[C@H]2[C@@H]2[C@H](CCCC2)O (1S,2R)-2-((R)-5H-Imidazo[5,1-a]isoindol-5-yl)cyclohexan-1-ol